ClC1=NN2C(N=CC3=C2C(CC3C(=O)NC=3C=NC(=C(C3)Cl)OC(F)F)(C)C)=C1 2-chloro-N-(5-chloro-6-(difluoromethoxy)pyridin-3-yl)-8,8-dimethyl-7,8-dihydro-6H-cyclopenta[e]pyrazolo[1,5-a]pyrimidine-6-carboxamide